tert-butyl (8-chloro-9-fluoro-5,6-dihydro-4H-pyrrolo[3,2,1-ij]quinolin-5-yl)(methyl)carbamate ClC=1C=C2CC(CN3C2=C(C1F)C=C3)N(C(OC(C)(C)C)=O)C